(2r,3r,4s)-2,3,4,5-tetrahydroxyvaleraldehyde O[C@@H](C=O)[C@@H]([C@H](CO)O)O